BrC1=C(C(=CC2=C1[C@@H]([C@](O2)(C2=CC=CC=C2)C(CCCNC(OCCCC)=O)=O)OC)F)Cl butyl (4-((2R,3S)-4-bromo-5-chloro-6-fluoro-3-methoxy-2-phenyl-2,3-dihydrobenzofuran-2-yl)-4-oxobutyl)carbamate